2-phenylquinoline iridium dichloride [Ir](Cl)Cl.C1(=CC=CC=C1)C1=NC2=CC=CC=C2C=C1